7-methyl-guanosineOne C[N+]1=CN([C@H]2[C@H](O)[C@H](O)[C@@H](C(O)=O)O2)C=2N=C(NC(C12)=O)N